cis-3-hexenyl isobutyrate ((Z)-hex-3-en-1-yl isobutyrate) C(C\C=C/CC)C(C(=O)O)(C)C.C(C(C)C)(=O)OCC\C=C/CC